C(=O)C=1C=CC2=C([C@H]([C@@H](O2)C)C(=O)O)C1 (2S,3R)-5-FORMYL-2-METHYL-2,3-DIHYDROBENZOFURAN-3-CARBOXYLIC ACID